C1N(CC12CCC2)CC#N 2-(2-azaspiro[3.3]hept-2-yl)acetonitrile